(S)-naphthylethylamine C1(=CC=CC2=CC=CC=C12)CCN